tert-butyl (3S)-3-methyl-4-((2R)-2'-(methylsulfinyl)-3,4,5',8'-tetrahydro-1H,6'H-spiro[naphthalene-2,7'-quinazolin]-4'-yl)piperazine-1-carboxylate C[C@H]1CN(CCN1C1=NC(=NC=2C[C@]3(CCC12)CC1=CC=CC=C1CC3)S(=O)C)C(=O)OC(C)(C)C